1,1,2,2-tetrabromo-1,2-dichloroethane BrC(C(Cl)(Br)Br)(Cl)Br